C(OCCC[Si](C[Si](C=C)(C=C)C=C)(C)C)(OCC)=O [3-[dimethyl (trivinylsilylmethyl) silyl] propyl] ethyl carbonate